hexanal hydrazone C(CCCCC)=NN